5-methyl-8,9-dihydro-5H-pyrazino[2,3-b]azepin-6(7H)-one CN1C2=C(CCCC1=O)N=CC=N2